O=C1CC2(C1)CN(CC2)C2=CC=C(C=C2)NC=2C=1N(C=C(N2)C2=CC=C3C=CNC3=C2)N=CN1 N-(4-(2-oxo-6-azaspiro[3.4]oct-6-yl)phenyl)-6-(1H-indol-6-yl)-[1,2,4]triazolo[1,5-a]pyrazin-8-amine